C1(=CC=CC=C1)[B-](C1=CC=CC=C1)(C1=CC=CC=C1)C1=CC=CC=C1.C(C)[PH+](CC)CC triethylphosphonium tetraphenyl-borate